C[C@@H]1N([C@@H](CC1)C)C1=NC(=CC=C1C(=O)NS(=O)(=O)C=1C(NC=CC1)=O)C1=CC(=CC(=C1)OC(C)C)F 2-[(2S,5R)-2,5-Dimethylpyrrolidin-1-yl]-6-(3-fluoro-5-isopropoxyphenyl)-N-[(2-oxo-1H-pyridin-3-yl)sulfonyl]pyridin-3-carboxamid